1-(2-((tert-butoxycarbonyl) (cyclopropyl) amino) ethyl)-2-(4-(6-((4-cyano-2-fluorobenzyl) oxy) pyridin-2-yl)-2,5-difluorobenzyl)-1H-benzo[d]imidazole-6-carboxylate C(C)(C)(C)OC(=O)N(CCN1C(=NC2=C1C=C(C=C2)C(=O)[O-])CC2=C(C=C(C(=C2)F)C2=NC(=CC=C2)OCC2=C(C=C(C=C2)C#N)F)F)C2CC2